FC(C(=O)O)(F)F.ClC1=CC(=C(C=C1OC)C=1N=C(SC1CCC1CCCCC1)NC(=O)C=1N(C2=C(C=C(C=C2C1)C)C)CC(=O)O)OC {2-[4-(4-chloro-2,5-dimethoxyphenyl)-5-(2-cyclohexylethyl)thiazol-2-ylcarbamoyl]-5,7-dimethylindol-1-yl}acetic acid trifluoroacetic acid salt